NC=1N=C(SC1C(C1=CC=C(C=C1)OCC(=O)NC1=CC=C(C=C1)Cl)=O)N(C1=CC=C(C=C1)F)C(C(=O)N)C 2-(N-[4-amino-5-[4-[2-(4-chloroanilino)-2-oxo-ethoxy]benzoyl]thiazol-2-yl]-4-fluoro-anilino)propanamide